FC(C=1C=C(C=C(C1)OC)C1=NS(C2=C1C(=CC=C2)F)(=O)=O)(F)F (3-Trifluoromethyl-5-methoxyphenyl)-4-fluorobenzo[d]isothiazole-1,1-dioxide